n-undecyl-cyclononane Ethyl-6-(4-methyl-3-oxopiperazin-1-yl)-1-benzothiophene-2-carboxylate C(C)OC(=O)C=1SC2=C(C1)C=CC(=C2)N2CC(N(CC2)C)=O.C(CCCCCCCCCC)C2CCCCCCCC2